((Piperazin-1,4-diylbis(ethan-2,1-diyl))bis(azantriyl))tetrakis(hexan-6,1-diyl)tetrakis(2-butyloctanoat) N1(CCN(CC1)CCN(CCCCCCC(C(=O)[O-])(CCCCCC)CCCC)CCCCCCC(C(=O)[O-])(CCCCCC)CCCC)CCN(CCCCCCC(C(=O)[O-])(CCCCCC)CCCC)CCCCCCC(C(=O)[O-])(CCCCCC)CCCC